pyrazine-2,5-dicarboxaldehyde N1=C(C=NC(=C1)C=O)C=O